N-[1-(1,3-Benzothiazol-2-yl)-2-(3-cyanophenyl)ethyl]-2',4'-dichloro-[1,1'-biphenyl]-3-sulfonamide S1C(=NC2=C1C=CC=C2)C(CC2=CC(=CC=C2)C#N)NS(=O)(=O)C=2C=C(C=CC2)C2=C(C=C(C=C2)Cl)Cl